Cl.N1(N=CN=C1)C(=N)N 1H-1,2,4-triazole-1-formamidine monohydrochloride